N1(C(C(C(C(C1([2H])[2H])([2H])[2H])([2H])[2H])([2H])[2H])([2H])[2H])CC#N 2-((2H10)piperidin-1-yl)acetonitrile